CC1=C(C=C(C=C1)[N+](=O)[O-])S(=O)(=O)N1CC(CCC1)C(=O)OC methyl 1-((2-methyl-5-nitrophenyl)sulfonyl)piperidine-3-carboxylate